C(C)C1CCN(CC1)CC1COC2(OC1)CCN(CC2)C(=O)[C@H](CC(C)C)N2C([C@@H](NCC2)CC(C)C)=O (S)-1-[(S)-1-({3-[(4-Ethyl-1-piperidyl)methyl]-1,5-dioxa-9-aza-9-spiro[5.5]undecyl}carbonyl)-3-methylbutyl]-3-isobutyl-2-piperazinone